C(C1=CC=CC=C1)N1CC(CC1)(C1=CC(=C(C=C1)C)F)C1=NC=NS1 5-(1-benzyl-3-(3-fluoro-4-methylphenyl)pyrrolidin-3-yl)-1,2,4-thiadiazole